C(C)N(CC)S(F)(F)F N-ethyl-N-(trifluoro-lambda4-sulfanyl)ethanamine